OCC1C(OC2=C1C(=C(C(=C2C)C)OC)C)(C)C 3-hydroxymethyl-5-methoxy-2,2,4,6,7-pentamethyl-2,3-dihydro-1-benzofuran